4-[5-chloro-2-(3-fluoro-4-pyridinyl)-6-oxo-1H-pyrimidin-4-yl]-6,6-difluoro-1,4-diazepan-1-carboxylic acid tert-butyl ester C(C)(C)(C)OC(=O)N1CCN(CC(C1)(F)F)C=1N=C(NC(C1Cl)=O)C1=C(C=NC=C1)F